C(C=C)OCC[C@@H](C(=O)OC)NC(=O)OC(C)(C)C methyl (2S)-4-allyloxy-2-(tert-butoxycarbonylamino)butanoate